4-(difluoromethoxy)benzene FC(OC1=CC=CC=C1)F